(2S,5S)-5-(2-chlorophenyl)-1-(2'-methoxy-[1,1'-biphenyl]-4-carbonyl)pyrrolidine-2-carboxylic acid ClC1=C(C=CC=C1)[C@@H]1CC[C@H](N1C(=O)C1=CC=C(C=C1)C1=C(C=CC=C1)OC)C(=O)O